C(OC1=C(C=CC=C1)OC)(OC(C)(C)C)=O methoxyphenyl tert-butyl carbonate